N-(3-nitro-4-butoxy)benzoyl-L-tyrosine [N+](=O)([O-])C(CC)CON([C@@H](CC1=CC=C(C=C1)O)C(=O)O)C(C1=CC=CC=C1)=O